C[Si](OC1=CCC2=CC=C(C=C12)[N+](=O)[O-])(C)C trimethyl-[(6-nitro-3H-inden-1-yl)oxy]silane